6,7-dichloro-3-phenethyl-1,3,4,9-tetrahydro-[1,2,6]thiadiazino[4,3-g]indole 2,2-dioxide ClC=1C=2C(=CNC2C2=C(C1)CN(S(N2)(=O)=O)CCC2=CC=CC=C2)Cl